CC1=CC=C(C=C1)S(=O)(=O)OC1=CC=CC(=C1C)C methyl-o-cresol p-toluenesulfonate